N1C[C@H](CC1)C1CCN(CC1)C(=O)OC(C)(C)C tert-butyl 4-[(3R)-pyrrolidin-3-yl]piperidine-1-carboxylate